(R)-5-hydroxy-N-(isoxazol-4-yl)-1-methyl-6-oxo-2-(3-phenylpyrrolidin-1-yl)-1,6-dihydropyrimidine-4-carboxamide OC1=C(N=C(N(C1=O)C)N1C[C@H](CC1)C1=CC=CC=C1)C(=O)NC=1C=NOC1